C1(CCCCC1)/C=C/CCCCCO (6E)-7-cyclohexylhept-6-en-1-ol